S1C=C(C=C1)C1=CC=C(N)C=C1 4-(thiophen-3-yl)aniline